COC(=O)C1=CC=C(C=C1)CC#N Methyl 4-(cyanomethyl) benzoate